(R)-7-(4-(3-fluoropyrrolidine-1-yl)but-1-yn-1-yl)-N-(1-isopropylpiperidine-4-yl)-6-methoxy-2-(piperidine-1-yl)quinazolin-4-amine F[C@H]1CN(CC1)CCC#CC1=C(C=C2C(=NC(=NC2=C1)N1CCCCC1)NC1CCN(CC1)C(C)C)OC